C(#N)C1=C2CC(CC2=CC(=C1)[N+](=O)[O-])CN(C(OC(C)(C)C)=O)CCC1CN(C(O1)=O)C1=NC2=C(OCC(N2)=O)N=C1 tert-butyl N-[(4-cyano-6-nitro-indan-2-yl)methyl]-N-[2-[2-oxo-3-(3-oxo-4H-pyrazino[2,3-b][1,4]oxazin-6-yl)oxazolidin-5-yl]ethyl]carbamate